2-(3H-[1,2,3]triazolo[4,5-b]pyridin-3-yl) 1-methyl (1S,2R,4R)-4-((tert-butyldiphenylsilyl)oxy)-1-methylcyclohexane-1,2-dicarboxylate [Si](C1=CC=CC=C1)(C1=CC=CC=C1)(C(C)(C)C)O[C@H]1C[C@H]([C@](CC1)(C(=O)OC)C)C(=O)ON1N=NC=2C1=NC=CC2